methyl-3,5-dicarboxy-1,1'-biphenyl CC1=C(C=C(C=C1C(=O)O)C(=O)O)C1=CC=CC=C1